C(C)(C)(C)N(C(O)=O)C1CC(C1)OC1=CC=C(C=C1)[C@H](C)C1=CC=C(C=C1)O.[N+](=O)([O-])C1=CC2=C(N=C(N2)C2=CC(=CC=C2)[N+](=O)[O-])C=C1 5-nitro-2-(3-nitrophenyl)benzimidazole tert-butyl-((1r,3r)-3-(4-(1-(4-hydroxylphenyl)ethyl)phenoxy)cyclobutyl)carbamate